(2R,4'R,8'R)-delta-tocopherol CC1=CC(=CC2=C1O[C@](CC2)(C)CCC[C@H](C)CCC[C@H](C)CCCC(C)C)O